5-(4-cyanophenyl)-1,2,3,6-tetrahydropyridine C(#N)C1=CC=C(C=C1)C1=CCCNC1